COC(C1=CC(=CC=C1)NCC1OCC1)=O 3-((oxetan-2-ylmethyl)amino)benzoic acid methyl ester